CC(CC)=NO n-butanone oxime